2-(Dimethylamino)ethyl (4-((7-chloro-1-methyl-2-((1-methyl-2-oxo-5-(trifluoromethyl)-1,2-dihydropyridin-3-yl)amino)-1H-imidazo[4,5-b]pyridin-6-yl)oxy)pyridin-2-yl)carbamate ClC1=C2C(=NC=C1OC1=CC(=NC=C1)NC(OCCN(C)C)=O)N=C(N2C)NC=2C(N(C=C(C2)C(F)(F)F)C)=O